FC1(C(CN(CC1)[C@H](C(=O)NC1=NC=C(C=C1)OC1=C(C=C(C=C1)F)F)C)C1CN(C(CC1)=O)CC(F)(F)F)F (2S)-2-(4,4-difluoro-6'-oxo-1'-(2,2,2-trifluoroethyl)-[3,3'-bipiperidin]-1-yl)-N-(5-(2,4-difluorophenoxy)pyridin-2-yl)propanamide